6-cyano-2-phenyl-2-(4-(trifluoromethyl)phenyl)hexanoic acid methyl ester COC(C(CCCCC#N)(C1=CC=C(C=C1)C(F)(F)F)C1=CC=CC=C1)=O